5-(5-(Imidazo[1,2-a]pyridin-7-yl)imidazo[1,5-a]pyridin-6-yl)-2-neopentyloxazol N=1C=CN2C1C=C(C=C2)C2=C(C=CC=1N2C=NC1)C1=CN=C(O1)CC(C)(C)C